2-((4-methylpiperazin-1-yl)sulfonyl)ethan-1-amine CN1CCN(CC1)S(=O)(=O)CCN